C(=C)OCCCCO tetramethylene glycol monovinyl ether